O=S1(CCN(CC1)C1=CC=C(C=C1)C=1OC2=C(C=C(C=C2C(C1C)=O)C)C(C)NC1=C(C(=O)O)C=CC=C1)=O 2-((1-(2-(4-(1,1-dioxidothiomorpholino)phenyl)-3,6-dimethyl-4-oxo-4H-chromen-8-yl)ethyl)amino)benzoic acid